[Na+].S(=O)(=O)(OC)[O-] methyl sulfate sodium salt